1-((1R,4R)-4-fluoroisochroman-1-yl)-N-methylmethanamine F[C@H]1CO[C@H](C2=CC=CC=C12)CNC